hydroxy-N-methylethanesulfonamide OC(C)S(=O)(=O)NC